1-(allyloxy)-3-((tert-butyldiphenylsilyl)oxy)propan-2-ol C(C=C)OCC(CO[Si](C1=CC=CC=C1)(C1=CC=CC=C1)C(C)(C)C)O